2-[2,6-dimethyl-4-[3-[4-(methylthio)phenyl]-3-oxo-propyl]phenoxy]-2-methylpropionic acid CC1=C(OC(C(=O)O)(C)C)C(=CC(=C1)CCC(=O)C1=CC=C(C=C1)SC)C